Cl.Cl.C(C)N1N=CC=C1C1=CC=C(C=C1)[C@H](CO)NC([C@H]1NC[C@@H](C1)O)=O (4R)-N-{(1R)-1-[4-(1-ethyl-1H-pyrazol-5-yl)phenyl]-2-hydroxyethyl}-4-hydroxy-L-prolinamide dihydrochloride